ClC=1C=C(C=C(C1OC=1C2=C(N=CN1)N(C=C2)C)Cl)NC(CC(=O)O)=O 3-((3,5-dichloro-4-((7-methyl-7H-pyrrolo[2,3-d]pyrimidin-4-yl)oxy)-phenyl)-amino)-3-oxopropionic acid